FC1([C@@H](C1)C=1C=C2N(N=CC=C2N2CC3CCC(C2)N3C(=O)[C@H]3[C@@H](C3)F)C1)F (3-(6-((S)-2,2-difluorocyclopropyl)pyrrolo[1,2-b]pyridazin-4-yl)-3,8-diazabicyclo[3.2.1]oct-8-yl)((1S,2R)-2-fluorocyclopropyl)methanone